1-[7-{[5-amino-6-fluoro-7-(8-methyl-2,3-dihydro-1H-pyrido[2,3-b][1,4]oxazin-7-yl)quinazolin-2-yl]amino}-6-methoxy-3,4-dihydroisoquinolin-2(1H)-yl]ethan-1-one NC1=C2C=NC(=NC2=CC(=C1F)C1=C(C2=C(OCCN2)N=C1)C)NC1=C(C=C2CCN(CC2=C1)C(C)=O)OC